3-benzyl-5-methyleneoxazolidine tert-butyl-4-((4-(4-morpholino-7-((2-(trimethylsilyl)ethoxy)methyl)-7H-pyrrolo[2,3-d]pyrimidin-6-yl)phenyl)carbamoyl)piperazine-1-carboxylate C(C)(C)(C)OC(=O)N1CCN(CC1)C(NC1=CC=C(C=C1)C1=CC2=C(N=CN=C2N2CCOCC2)N1COCC[Si](C)(C)C)=O.C(C1=CC=CC=C1)N1COC(C1)=C